trimethyl-butyrylamide CC(CCC(=O)[NH-])(C)C